8-(3,4-dimethoxyphenyl)-1H-phenalen-1-one COC=1C=C(C=CC1OC)C=1C=C2C=CC=C3C=CC(C(C1)=C32)=O